3-(5-(2-methyl-7-(pyrrolidin-1-ylmethyl)oxazolo[4,5-b]pyridin-5-yl)-1-oxoisoindolin-2-yl)piperidine-2,6-dione CC=1OC=2C(=NC(=CC2CN2CCCC2)C=2C=C3CN(C(C3=CC2)=O)C2C(NC(CC2)=O)=O)N1